1-methyl-6'-((2R,4R)-2-methyltetrahydro-2H-pyran-4-yl)-5',6'-dihydro-7'H-spiro[azetidine-3,8'-pyrido[4,3-d]pyrimidin]-7'-one CN1CC2(C(N(CC3=C2N=CN=C3)[C@H]3C[C@H](OCC3)C)=O)C1